C(C)OC(COC1=NC=CC=C1OC1=C(C=C(C(=C1)N1C(N(C(=CC1=O)C(F)(F)F)C)=O)F)Cl)=O [[3-[2-Chloro-5-[3,6-dihydro-3-methyl-2,6-dioxo-4-(trifluoromethyl)-1(2H)-pyrimidinyl]-4-fluorophenoxy]-2-pyridinyl]oxy]-acetic acid ethylester